beta-alanyl-histidine NCCC(=O)N[C@@H](CC1=CNC=N1)C(=O)O